C(C)(C)OP(=O)(C1=CC=CC=C1)C(C1=C(C=C(C=C1C)C)C)=O 2,4,6-trimethylbenzoylphenylphosphinic acid isopropyl ester